1-[3-(difluoromethoxy)phenyl]-7-fluoro-3-isopropyl-N-[(3R)-3-methyl-1,1-dioxo-thiazin-3-yl]-2-oxo-benzimidazole-5-carboxamide FC(OC=1C=C(C=CC1)N1C(N(C2=C1C(=CC(=C2)C(=O)N[C@@]2(NS(C=CC2)(=O)=O)C)F)C(C)C)=O)F